N-nonanoyl-sarcosine C(CCCCCCCC)(=O)N(C)CC(=O)O